(S)-9-bromo-7-(((tert-butyldiphenylsilyl)oxy)methyl)-2-methyl-4-((4-methylpyridin-2-yl)methyl)-3,4-dihydrobenzo[f][1,4]oxazepin-5(2H)-one BrC1=CC(=CC=2C(N(C[C@@H](OC21)C)CC2=NC=CC(=C2)C)=O)CO[Si](C2=CC=CC=C2)(C2=CC=CC=C2)C(C)(C)C